N1C=CC=2C1=NC=C(C2)OC2=C(C(=O)O)C=CC(=C2)N2CCN(CC2)CC2=C(CC(CC2)(C)C)C21CC(C2)(C1)Cl 2-(1H-pyrrolo[2,3-b]pyridin-5-yl-oxy)-4-(4-((2-(3-chlorobicyclo[1.1.1]pentan-1-yl)-4,4-dimethylcyclohex-1-en-yl)methyl)piperazin-1-yl)benzoic acid